5-chloro-N-methyl-7-(methylsulfonyl)-1H-indole-3-carboxamide ClC=1C=C2C(=CNC2=C(C1)S(=O)(=O)C)C(=O)NC